O=CCN[C@@H](C(C)C)C(=O)O 2-oxoethylvaline